CC1=NC(=NO1)CO[C@@H]1C[C@@H](NCC1)C 5-methyl-3-[[(2S,4S)-2-methyl-4-piperidinyl]oxymethyl]-1,2,4-oxadiazole